C(CC)OC(C)COC(C)COC(C)CO tripropylene glycol monon-propyl ether